The molecule is a 4-dodecyl-2,5-dimethylmorpholine in which the stereocentre adjacent to the oxygen has S configuration, whilst that adjacent to the nitrogen has R configuration. It is an enantiomer of a (2R,5S)-4-dodecyl-2,5-dimethylmorpholine. CCCCCCCCCCCCN1C[C@@H](OC[C@H]1C)C